C(#N)C=1C(=CC=NC1N1[C@H]([C@@H](C1)O)C)C(F)(F)F 5-Cyano-6-((2S,3R)-3-hydroxy-2-methylazetidin-1-yl)-4-(trifluoromethyl)pyridine